4-methyl-2-(prop-2-yl)pyrazol-3-amine CC1=C(N(N=C1)C(C)C)N